[Si](C)(C)(C(C)(C)C)OCCC1CN(C(O1)=O)C1=CC=C(C(=N1)[N+](=O)[O-])OCC(=O)OCC Ethyl 2-[6-[5-[2-[tert-butyl(dimethyl)silyl]oxyethyl]-2-oxo-1,3-oxazolidin-3-yl]-2-nitropyridin-3-yl]oxyacetate